5-Chloro-4-(trifluoromethyl)-2,3-dihydro-1H-inden-1-ol ClC=1C(=C2CCC(C2=CC1)O)C(F)(F)F